1-morpholinobut-2-en-1-one oxalate C(C(=O)O)(=O)O.O1CCN(CC1)C(C=CC)=O